NC1=NC2=C(N1)C=CC(=C2)[N+](=O)[O-] 2-amino-5-nitro-1h-benzimidazole